P(=O)(OC1=C(C=CC=C1F)F)(OC1=C(C=CC=C1F)F)OC1=C(C=CC=C1F)F tris(2,6-difluorophenyl) phosphate